2-Amino-4-(5-nitro-1H-indol-3-yl)pyrimidine ethyl-carbamoylphosphonate ammonium salt [NH4+].C(C)OP([O-])(=O)C(N)=O.NC1=NC=CC(=N1)C1=CNC2=CC=C(C=C12)[N+](=O)[O-]